CN(C1=C(C=C(C(=O)OC(C)C)C#N)C=CC=C1)C isopropyl 2-dimethylamino-α-cyanocinnamate